ClC1=CC=C(OC2=CC=C3C(CCOC3=C2)O)C=C1 7-(4-chlorophenoxy)chroman-4-ol